C(C)(C)(C)OC(=O)N1C[C@@H](CCC1)NC=1N=NC(=C(N1)C)C1=C(C=C(C=C1)C(F)(F)F)OC(C)=O (3R)-3-({6-[2-(acetoxy)-4-(trifluoromethyl)phenyl]-5-methyl-1,2,4-triazin-3-yl}amino)piperidine-1-carboxylic acid tert-butyl ester